4-(2-{6-[(7R)-7-amino-2-azabicyclo[2.2.1]heptane-2-carbonyl]-3-methylpyrazolo[1,5-a]pyridin-2-yl}-1-(cyclopropylmethyl)-1H-indol-6-yl)-2-methylbenzamide N[C@H]1C2N(CC1CC2)C(=O)C=2C=CC=1N(C2)N=C(C1C)C=1N(C2=CC(=CC=C2C1)C1=CC(=C(C(=O)N)C=C1)C)CC1CC1